ClC=1C=2N(C=CC1Cl)C=1[C@@H](N(CCC1N2)C(=O)C2=NC=C(C=N2)OC)C (S)-(6,7-dichloro-1-methyl-3,4-dihydroimidazo[1,2-a:5,4-c']dipyridin-2(1H)-yl)(5-methoxypyrimidin-2-yl)methanone